CN(C1CCN(CC1)C1=C(C=C(C=C1)NC=1N=C(C2=C(N1)SC=C2C)NC2=NC(=CC=C2)C(C)(C)F)OC)C N2-(4-(4-(dimethylamino)piperidin-1-yl)-3-methoxyphenyl)-N4-(6-(2-fluoropropan-2-yl)pyridin-2-yl)-5-Methylthieno[2,3-d]pyrimidine-2,4-diamine